2-(2,6-diisopropylphenyl)-N-((4-hydroxy-5,6,7,8-tetrahydro-4H-5,8-methanocyclohepta[b]furan-2-yl)sulfonyl)acetamide C(C)(C)C1=C(C(=CC=C1)C(C)C)CC(=O)NS(=O)(=O)C1=CC2=C(O1)C1CCC(C2O)C1